(4-methoxyphenyl)-6-methylisoquinoline-1,5-diamine COC1=CC=C(C=C1)C=1N=C(C=2C=CC(=C(C2C1)N)C)N